ethyl 2-(3-((2-(difluoromethoxy)-6-methylpyridin-3-yl)carbamoyl)-1-hydroxy-3-(2-isopropylphenyl)cyclobutyl)-2,2-difluoroacetate FC(OC1=NC(=CC=C1NC(=O)C1(CC(C1)(O)C(C(=O)OCC)(F)F)C1=C(C=CC=C1)C(C)C)C)F